N-methyl-2-[[2-(6-oxo-7-oxa-2,5-diazaspiro[3.4]octane-2-carbonyl)-2,6-diazaspiro[3.3]heptan-6-yl]methyl]benzamide CNC(C1=C(C=CC=C1)CN1CC2(CN(C2)C(=O)N2CC3(C2)NC(OC3)=O)C1)=O